3-[2-(6-fluoro-1H-1,3-benzodiazol-5-yl)ethynyl]-5-(methylamino)-1-[(3S,5R)-1-(prop-2-enoyl)-5-[(trifluoromethoxy)methyl]pyrrolidin-3-yl]pyrazole-4-carboxamide FC=1C(=CC2=C(NC=N2)C1)C#CC1=NN(C(=C1C(=O)N)NC)[C@@H]1CN([C@H](C1)COC(F)(F)F)C(C=C)=O